NCCN/C(/NCCNC([C@H](CC1=CNC2=CC=CC=C12)NC(=O)C1=C(C=CC(=C1)Br)NC(=O)C1=CC2=CC=CC=C2C=C1)=O)=N\C1=CC=CC=C1 (S,E)-N-(2-((1-((2-(3-(2-aminoethyl)-2-phenylguanidino)ethyl)amino)-3-(1H-indol-3-yl)-1-oxopropan-2-yl)carbamoyl)-4-bromophenyl)-2-naphthamide